C(C)OC(=O)C=1C=NN2C1N=C(C=C2)C 5-methylpyrazolo[1,5-a]pyrimidine-3-carboxylic acid ethyl ester